N-(5-((5-chloro-4-((2-(propylsulfonamido)phenyl)amino)pyrimidin-2-yl)amino)-2-((2-(dimethylamino)ethyl)(methyl)amino)-4-methoxyphenyl)acrylamide ClC=1C(=NC(=NC1)NC=1C(=CC(=C(C1)NC(C=C)=O)N(C)CCN(C)C)OC)NC1=C(C=CC=C1)NS(=O)(=O)CCC